1-(4-((4-((2',3'-difluoro-4-methoxy-[1,1'-biphenyl]-3-yl)amino)-7-methoxy-quinazolin-6-yl)oxy)piperidin-1-yl)prop-2-en-1-one FC1=C(C=CC=C1F)C1=CC(=C(C=C1)OC)NC1=NC=NC2=CC(=C(C=C12)OC1CCN(CC1)C(C=C)=O)OC